(6aR,9R)-9-[5-(4-methyl-1H-pyrrol-2-yl)-1,2,4-oxadiazol-3-yl]-6,6a,7,8,9,10-hexahydro-12H-pyrido[2,1-c][1,4]benzothiazepin-12-one CC=1C=C(NC1)C1=NC(=NO1)[C@@H]1CC[C@@H]2CSC3=C(C(N2C1)=O)C=CC=C3